Tert-butyl-(1-((2,5-dichloropyridin-4-yl) oxy) propan-2-yl) carbamate C(N)(OC(COC1=CC(=NC=C1Cl)Cl)CC(C)(C)C)=O